C1([C@H](O)[C@H](O)[C@H](O1)CO)N1[C@@H](N=C(C=C1)N)N 3R-D-ribofuranosyl-(2,6-diaminopyrimidine)